(1R,2R,3R,5R,6R)-2-amino-2-{[(benzoyloxy)methoxy]carbonyl}-6-fluoro-3-[(4-fluorophenyl)methoxy]bicyclo[3.1.0]hexane-6-carboxylic acid N[C@@]1([C@@H]2[C@]([C@@H]2C[C@H]1OCC1=CC=C(C=C1)F)(C(=O)O)F)C(=O)OCOC(C1=CC=CC=C1)=O